F[C@H]1C[C@H](C1)N1C=NC=C(C1=O)C1=CC=C(C=C1)C1(CC1)NC(=O)C1=NC=C2C(=N1)N(N=C2)C(C)C N-(1-(4-(1-(cis-3-fluorocyclobutyl)-6-oxo-1,6-dihydropyrimidin-5-yl)phenyl)cyclopropyl)-1-i-propyl-1H-pyrazolo[3,4-d]pyrimidine-6-carboxamide